ClC1=C(C=CC(=C1)F)S(=O)(=O)N1CCC(CC1)C(=O)NC=1SC2=C(N1)C=C(C=C2C)C 1-((2-chloro-4-fluorophenyl)sulfonyl)-N-(5,7-dimethylbenzo[d]thiazol-2-yl)piperidine-4-carboxamide